OC1=CC2=C(C=3O[C@@]4(CC[C@H](C([C@H]4CC13)(C)C)O)C)C(C=C(O2)C2=CC=CC=C2)=O |o1:7,10,12| (7aR*,9R*,11aR*)-6,9-dihydroxy-8,8,11a-trimethyl-3-phenyl-7a,8,9,10,11,11a-hexahydro-1H,7H-pyrano[2,3-c]xanthen-1-one